4-(4,6-diphenylpyrimidin-2-yl)phenyl-9H-carbazole C1(=CC=CC=C1)C1=NC(=NC(=C1)C1=CC=CC=C1)C1=CC=C(C=C1)C1=CC=CC=2C3=CC=CC=C3NC12